2-(thiophen-3-yl)phenol S1C=C(C=C1)C1=C(C=CC=C1)O